5-chloro-2-[(3R)-3-methoxypyrrolidine-1-carbonyl]-7,8-dihydro-6H-spiro[[1,3]oxazolo[5,4-f]quinazoline-9,1'-cyclohexane]-7-one ClC=1C=C2C(=C3C1NC(NC31CCCCC1)=O)OC(=N2)C(=O)N2C[C@@H](CC2)OC